2,5-difluorophenylpyrrolidine malate C(C(O)CC(=O)O)(=O)O.FC1=C(C=C(C=C1)F)N1CCCC1